C(C)(=O)N1CCC(CC1)NC=1C(=NC(=NC1)C=1SC(=CC1)C)C(=O)O (1-acetylpiperidin-4-yl-amino)-2-(5-methylthiophen-2-yl)pyrimidine-4-carboxylic acid